ClC1=CC2=C(C=N1)C(=NN2C2=NC(=CC=C2)C(C)(F)F)C2CC(C2)(F)F 6-chloro-3-(3,3-difluorocyclobutyl)-1-(6-(1,1-difluoroethyl)pyridin-2-yl)-1H-pyrazolo[4,3-c]pyridine